C(CC)(=O)C1=C(C(=O)N)C=CC=C1 propanoyl-benzamide